FC1(CN(CC[C@H]1NC1=NN2C(C(=N1)OC)=C(C(=C2[2H])F)C=2C=CC1=C(N(N=N1)CCF)C2)C(C)=O)F (R)-1-(3,3-difluoro-4-((6-fluoro-5-(1-(2-fluoroethyl)-1H-benzo[d][1,2,3]triazol-6-yl)-4-methoxypyrrolo[2,1-f][1,2,4]triazin-2-yl-7-d)amino)piperidin-1-yl)ethan-1-one